arachidyl heptatriacontanoate C(CCCCCCCCCCCCCCCCCCCCCCCCCCCCCCCCCCCC)(=O)OCCCCCCCCCCCCCCCCCCCC